11-Pentacosenoic acid C(CCCCCCCCCC=CCCCCCCCCCCCCC)(=O)O